methyl (E)-2-(2-(3,5-dimethyl-benzoyl)pyrrol-1-yl)-3-methoxyacrylate CC=1C=C(C(=O)C=2N(C=CC2)\C(\C(=O)OC)=C\OC)C=C(C1)C